FC=1C=C(C=C(C1)F)[C@@H]1CC=NN1C(=O)N1CC(C1)OC1=CC(=NC=C1F)N1N=C(C(=C1C)C(=O)NCCN(C)C)C (S)-1-(4-((1-(5-(3,5-difluorophenyl)-4,5-dihydro-1H-pyrazole-1-carbonyl)azetidin-3-yl)oxy)-5-fluoropyridin-2-yl)-N-(2-(dimethylamino)ethyl)-3,5-dimethyl-1H-pyrazole-4-carboxamide